CC1(CCC2=NN=C(N21)C2=CC=CC(=N2)NC(=O)C=2C(=NN(C2)C2=NC=CN=C2)OC)C N-(6-(5,5-dimethyl-6,7-dihydro-5H-pyrrolo[2,1-c][1,2,4]triazol-3-yl)pyridin-2-yl)-3-methoxy-1-(pyrazin-2-yl)-1H-pyrazole-4-carboxamide